1-{5-acetyl-hexahydro-2H-furo[2,3-c]pyrrole-3-carbonyl}-4-fluoro-N-{phenyl[4-(propan-2-yl)phenyl]methyl}pyrrolidine-2-carboxamide C(C)(=O)N1CC2C(C1)C(CO2)C(=O)N2C(CC(C2)F)C(=O)NC(C2=CC=C(C=C2)C(C)C)C2=CC=CC=C2